(2S)-butyric acid C(CCC)(=O)O